C(C=C)C=1C=C(C(=C(C1)C1=C(C=CC(=C1)CC=C)O)O)C=CC(=O)C1=C(C=CC=C1)Br 3-(5,5'-diallyl-2,2'-dihydroxy-[1,1'-biphenyl]-3-yl)-1-(2-bromophenyl)prop-2-en-1-one